3-(2-(dimethylamino)ethyl)-1H-indazol-4-ol CN(CCC1=NNC=2C=CC=C(C12)O)C